S1C(=CC=C1)C(=C(C=1SC=CC1)C=1SC=CC1)C=1SC=CC1 tetrathienyl-ethylene